3-mercapto-1,2-propanediol bis(2-mercaptoacetate) SCC(=O)OCC(CS)OC(CS)=O